4-Amino-1-tert-butoxycarbonylpiperidine NC1CCN(CC1)C(=O)OC(C)(C)C